tert-butyl ((3-(2-(4-fluoro-2-methylphenoxy)-4-methyl-5-(trifluoromethyl) nicotinamido)phenyl)(methyl)(oxo)-λ6-sulfaneylidene)carbamate FC1=CC(=C(OC2=C(C(=O)NC=3C=C(C=CC3)S(=O)(C)=NC(OC(C)(C)C)=O)C(=C(C=N2)C(F)(F)F)C)C=C1)C